4-methoxy-5-[(methylamino)methyl]-N-[5-(2-{2-oxaspiro[3.5]nonan-7-yloxy}pyrimidin-4-yl)-1,3-thiazol-2-yl]pyrimidin-2-amine COC1=NC(=NC=C1CNC)NC=1SC(=CN1)C1=NC(=NC=C1)OC1CCC2(COC2)CC1